ethyl (E)-7-(3-(4-trifluoromethylbenzylidene)-2,5-dioxopyrrolidinyl)heptanoate FC(C1=CC=C(\C=C/2\C(N(C(C2)=O)CCCCCCC(=O)OCC)=O)C=C1)(F)F